(3,5-bis((1-hydroxy-1,3-dihydrobenzo[c][1,2]oxaborole-3-carboxamido)methyl)benzoyl)glutamic acid OB1OC(C2=C1C=CC=C2)C(=O)NCC=2C=C(C(=O)N[C@@H](CCC(=O)O)C(=O)O)C=C(C2)CNC(=O)C2C1=C(B(O2)O)C=CC=C1